2,5-dihydro-2,4,5-trimethyloxazole CC1OC(C(=N1)C)C